(4-amino-2-(pyridin-2-ylmethyl)-7-(quinoxalin-6-yl)-2H-[1,2,3]triazolo[4,5-c]pyridin-6-yl)-2-fluorobenzonitrile NC1=NC(=C(C=2C1=NN(N2)CC2=NC=CC=C2)C=2C=C1N=CC=NC1=CC2)C=2C(=C(C#N)C=CC2)F